N,N,N',N'-tetrakis(2-hydroxy-ethyl)adipamide OCCN(C(CCCCC(=O)N(CCO)CCO)=O)CCO